L-Arginin Hydrochlorid Cl.N[C@@H](CCCNC(N)=N)C(=O)O